CC=1C=CC(=NC1)CC(=O)O 2-(5-methylpyridin-2-yl)acetic acid